(5-methyl-1H-indazol-4-yl)boronic acid pinacol ester CC=1C(=C2C=NNC2=CC1)B1OC(C)(C)C(C)(C)O1